1-(6-(2-hydroxy-2-(4-methyl-1-oxo-1,3-dihydroisobenzofuran-5-yl)ethyl)-5,6,7,8-tetrahydropyrido[4,3-d]pyrimidin-2-yl)-1H-indole-3-carbonitrile OC(CN1CC2=C(N=C(N=C2)N2C=C(C3=CC=CC=C23)C#N)CC1)C=1C(=C2COC(C2=CC1)=O)C